FC1=CC=C(C=C1)[C@@H]1N(CCC2=CC=CC=C12)C(=O)OC12CC(C1)(C2)N 3-Aminobicyclo[1.1.1]pentan-1-yl (S)-1-(4-fluorophenyl)-3,4-dihydroisoquinoline-2(1H)-carboxylate